C1(CC1)N1C(N(C=2C(C1=O)=C(N(C(C2C)=O)C)NC2=C(C=C(C=C2)I)F)C=2C=C(C=CC2)CC(=O)N)=O (3-{3-Cyclopropyl-5-[(2-fluoro-4-iodophenyl)amino]-6,8-dimethyl-2,4,7-trioxo-3,4,6,7-tetrahydropyrido[4,3-d]pyrimidin-1(2H)-yl}phenyl)acetamide